2-(methyl-amino)ethanol ethyl-2-(1,1,2,2-tetrafluoroethoxy)benzoate C(C)C=1C(=C(C(=O)OCCNC)C=CC1)OC(C(F)F)(F)F